2-(1-ethoxyvinyl)-5-fluoro-3-nitrobenzoic acid methyl ester COC(C1=C(C(=CC(=C1)F)[N+](=O)[O-])C(=C)OCC)=O